FC1=C(CN2[C@@H](CCC2=O)CC(=O)N[C@@H](C(C)C)C(=O)N[C@H](CC2=CC=CC=C2)C(=O)OC)C=CC=C1F Methyl (2-((S)-1-(2,3-difluorobenzyl)-5-oxopyrrolidin-2-yl)acetyl)-L-valyl-D-phenylalaninate